C(C1=CC=CC=C1)OC1=C(C(OC12CCC(CC2)OC2CCN(CC2)CCOCCOCCOCC(=O)OC(C)(C)C)=O)C2=C(C=C(C=C2C)C)C tert-butyl 2-(2-(2-(2-(4-(((5s,8s)-4-(benzyloxy)-3-mesityl-2-oxo-1-oxaspiro[4.5]dec-3-en-8-yl)oxy)piperidin-1-yl)ethoxy)ethoxy)ethoxy)acetate